3-fluoro-2,2-dioxazine FC=1ONC=CC1